COC1=CC=C(C=C1)SC#C (p-methoxy-phenylthio)acetylene